4-(3-bromo-4-oxo-2-(trifluoromethyl)-4H-pyrido[1,2-a]pyrimidin-9-yl)-2-fluoro-N-methyl-N-(1-methylcyclopropyl)benzamide BrC1=C(N=C2N(C1=O)C=CC=C2C2=CC(=C(C(=O)N(C1(CC1)C)C)C=C2)F)C(F)(F)F